N-(2-(3-hydroxy-2-methyl-4-oxopyridyl)ethyl)-3-chlorophthalimide OC1C(=NC=C(C1=O)CCN1C(C=2C(C1=O)=C(C=CC2)Cl)=O)C